N-(2-(1-(2-(2-((2-(2,6-dioxopiperidin-3-yl)-1,3-dioxoisoindolin-5-yl)oxy)ethoxy)ethyl)piperidin-4-yl)-6-methoxy-2H-indazol-5-yl)-6-(trifluoromethyl)picolinamide O=C1NC(CCC1N1C(C2=CC=C(C=C2C1=O)OCCOCCN1CCC(CC1)N1N=C2C=C(C(=CC2=C1)NC(C1=NC(=CC=C1)C(F)(F)F)=O)OC)=O)=O